8-(3-(benzyloxy)-2,6-dimethylphenyl)-6-fluoropyrido[3,4-d]pyrimidin-4(3H)-one C(C1=CC=CC=C1)OC=1C(=C(C(=CC1)C)C1=NC(=CC2=C1N=CNC2=O)F)C